ClC1=CC=C2C(=C1)NC(C21N(C(C=2N=C(N(C21)C(C)C)C2=C(C=C(C=C2)OCC)OC)=O)C2=C(C=CC(=C2)Cl)F)=O 6-chloro-5'-(5-chloro-2-fluorophenyl)-2'-(4-ethoxy-2-methoxyphenyl)-3'-isopropyl-3'H-spiro[indoline-3,4'-pyrrolo[3,4-d]imidazole]-2,6'(5'H)-dione